ClC1=CC=C(C=C1)C1OC(=C(C1=O)OS(=O)(=O)CC1=CC(=CC=C1)Cl)N 2-(4-chlorophenyl)-4-[[3-chlorophenylmethylsulfonyl]oxy]-5-amino-3(2H)-furanone